2-chloro-4-(8-((6-(2-(dimethylamino)ethoxy)pyridin-3-yl)amino)-7-(methylsulfonyl)-1,5-naphthyridin-2-yl)-6-fluorophenol ClC1=C(C(=CC(=C1)C1=NC2=C(C(=CN=C2C=C1)S(=O)(=O)C)NC=1C=NC(=CC1)OCCN(C)C)F)O